O1CCN(CC1)C=1C=C(COC2=CC=C(C=C2)C=2N=CN(C2)C(=O)OC(C)(C)C)C=CC1 tert-butyl 4-(4-((3-morpholinobenzyl)oxy)phenyl)-1H-imidazole-1-carboxylate